N-[(1R)-1-[4-hydroxy-3-methoxy-5-(1-methylpyrazol-4-yl)phenyl]ethyl]-2-methyl-5-[(1R,5S)-8-methyl-3,8-diazabicyclo[3.2.1]oct-3-yl]benzamide OC1=C(C=C(C=C1C=1C=NN(C1)C)[C@@H](C)NC(C1=C(C=CC(=C1)N1C[C@H]2CC[C@@H](C1)N2C)C)=O)OC